C(OCCCCCNCCO)([O-])=O (Z)-(5-((2-hydroxyethyl) amino) pentyl) carbonate